C[C@H]1N(CCN(C1)[C@@H]1CC[C@@H](CC1)CNC1=C(C=C(C=C1)S(N)(=O)=O)[N+](=O)[O-])C(=O)OC(C)(C)C tert-butyl (R)-2-methyl-4-((cis)-4-(((2-nitro-4-sulfamoylphenyl)amino)methyl)cyclohexyl)piperazine-1-carboxylate